(2S)-2-[2-(1,3-benzothiazol-2-yl)phenoxy]propionic acid S1C(=NC2=C1C=CC=C2)C2=C(O[C@H](C(=O)O)C)C=CC=C2